CC=1C(NC(N([C@H]2[C@H](O)[C@H](O)[C@@H](CO)O2)C1)=S)=O 5-methylthiouridine